8-chloro-7-fluoro-3-((triisopropylsilyl)oxy)naphthalen ClC=1C(=CC=C2C=C(C=CC12)O[Si](C(C)C)(C(C)C)C(C)C)F